C(CCC)N1C([C@H](NC(C12CCN(CC2)CCCCCOC2=CC=C(C=C2)C(=O)NC)=O)[C@@H](C2CCCCC2)O)=O (3R)-1-butyl-2,5-dioxo-3-((1R)-1-hydroxy-1-cyclohexylmethyl)-9-(5-(4-methylaminocarbonylphenoxy)pentyl)-1,4,9-triazaspiro[5.5]undecane